FC1=CC=C(OC2=CC=C(C=N2)S(=O)(=O)N2[C@H]([C@@H]3CC[C@H](C2)N3C(=O)OCCOC)C(NOC3OCCCC3)=O)C=C1 (1s,2r,5r)-2-methoxyethyl 3-((6-(4-fluorophenoxy) pyridin-3-yl) sulfonyl)-2-(((tetrahydro-2H-pyran-2-yl) oxy) carbamoyl)-3,8-diazabicyclo[3.2.1]octane-8-carboxylate